3-(Cyclohexylmethyl)-7-methoxy-2,4-diphenyl-3,4-dihydroquinazoline C1(CCCCC1)CN1C(=NC2=CC(=CC=C2C1C1=CC=CC=C1)OC)C1=CC=CC=C1